(2S)-2-Amino-N-[(1S)-2-[4-(hydroxymethyl)anilino]-1-methyl-2-oxo-ethyl]-3-methyl-butanamide N[C@H](C(=O)N[C@H](C(=O)NC1=CC=C(C=C1)CO)C)C(C)C